geranylfarnesyl farnesyl diphosphate O(P(OCC=C(C)CCC=C(C)CCC=C(C)C)(=O)OP(=O)([O-])[O-])CC=C(C)CCC=C(C)CCC=C(C)CC\C=C(/C)\CCC=C(C)C